NC=1C=2N(C(=C(N1)C1=CC=C(C#N)C=C1)C=1C=C3C(=CC=NC3=CC1)C)N=NN2 4-(8-amino-5-(4-methylquinolin-6-yl)tetrazolo[1,5-a]pyrazin-6-yl)benzonitrile